CN(C(C)=O)C N,N-Di-methylacetamid